4-ethynyl-3-fluoro-piperidine hydrochloride Cl.C(#C)C1C(CNCC1)F